(3S)-3-[5-[4-[[1-[4-[(1R,2S)-6-hydroxy-2-(3-hydroxyphenyl)tetralin-1-yl]phenyl]-4-piperidyl]methyl]piperazin-1-yl]-1-oxo-isoindolin-2-yl]piperidine-2,6-dione OC=1C=C2CC[C@@H]([C@@H](C2=CC1)C1=CC=C(C=C1)N1CCC(CC1)CN1CCN(CC1)C=1C=C2CN(C(C2=CC1)=O)[C@@H]1C(NC(CC1)=O)=O)C1=CC(=CC=C1)O